2-(2,4-difluorophenyl)-1,3-di(1H-1,2,4-triazol-1-yl)propan-2-yl 2-(4-(aminomethyl)piperidin-1-yl)acetate NCC1CCN(CC1)CC(=O)OC(CN1N=CN=C1)(CN1N=CN=C1)C1=C(C=C(C=C1)F)F